NC1=C(CN[C@@H]2C[C@H](CCC2)S)C=C(C=C1Br)Br trans-3-[(2-amino-3,5-dibromo-benzyl)amino]-cyclohexanethiol